COC=1C=C2CCN(CC2=CC1NC1=NC=C2C(=N1)N(N=C2)[C@@H]2C[C@H](CCC2)C(=O)O)C (1S,3S)-3-(6-((6-methoxy-2-methyl-1,2,3,4-tetrahydroisoquinolin-7-yl)amino)-1H-pyrazolo[3,4-d]pyrimidin-1-yl)cyclohexane-1-carboxylic acid